N,N-dimethyl-4-(6-(N-(1-methylcyclopropyl)sulfamoyl)-3-(5-methylpyridin-2-yl)imidazo[1,2-a]pyridin-8-yl)piperazine-1-carboxamide CN(C(=O)N1CCN(CC1)C=1C=2N(C=C(C1)S(NC1(CC1)C)(=O)=O)C(=CN2)C2=NC=C(C=C2)C)C